IC1=CN=C2C(=NC(=NN21)S(=O)(=O)C)SC 7-iodo-2-(methylsulfonyl)-4-(methylthio)imidazo[2,1-f][1,2,4]triazine